C(C)(C)(C)OC(=O)N1C2CC(C1)(C2)C=2NC(C(=CN2)CC)=O 4-(5-ethyl-6-oxo-1,6-dihydropyrimidin-2-yl)-2-azabicyclo[2.1.1]hexane-2-carboxylic acid tert-butyl ester